2-{[5-(4-amino-5-{3-fluoro-4-[(4-methylpyrimidin-2-yl)oxy]phenyl}-7-{[2-(trimethylsilyl)ethoxy]methyl}-7H-pyrrolo[2,3-d]pyrimidin-6-yl)-2-ethynylpyridin-4-yl]oxy}ethan-1-ol NC=1C2=C(N=CN1)N(C(=C2C2=CC(=C(C=C2)OC2=NC=CC(=N2)C)F)C=2C(=CC(=NC2)C#C)OCCO)COCC[Si](C)(C)C